Diacetate Sodium Calcium [Ca+2].[Na+].C(C)(=O)[O-].C(C)(=O)[O-]